(cis)-3-amino-1-methylcyclobutane N[C@H]1C[C@H](C1)C